4-(3-(2-bromoacetyl)-5-chloro-2-methyl-1H-pyrrol-1-yl)benzonitrile BrCC(=O)C1=C(N(C(=C1)Cl)C1=CC=C(C#N)C=C1)C